5-(3-hydroxy-3-(trifluoromethyl)azetidin-1-yl)-2-((5-methyl-3-(6-methylpyridin-3-yl)isoxazol-4-yl)methyl)pyridazin-3(2H)-one OC1(CN(C1)C1=CC(N(N=C1)CC=1C(=NOC1C)C=1C=NC(=CC1)C)=O)C(F)(F)F